BrC1=C(C=CC(=C1)F)C(C1=CN=C2N1CCN(C2)C2=C(C(NN=C2)=O)Cl)OC 5-(3-((2-bromo-4-fluorophenyl)(methoxy)methyl)-5,6-dihydroimidazo[1,2-a]pyrazin-7(8H)-yl)-4-chloropyridazin-3(2H)-one